FC([C@H](C)N1N=C(C=C1C1[C@H]2CC(C[C@@H]12)N1CCC2(CS(C2)(=O)=O)CC1)C(F)(F)F)F 7-((1R,3s,5S,6r)-6-(1-((s)-1,1-difluoropropan-2-yl)-3-(trifluoromethyl)-1H-pyrazol-5-yl)bicyclo[3.1.0]hexan-3-yl)-2-thia-7-azaspiro[3.5]nonane 2,2-dioxide